dilithium isoprene C=CC(C)=C.[Li].[Li]